1-phenyl-1-xylylethane C1(=CC=CC=C1)C1(C(C(=CC=C1)C)C)CC